3-Phenylaminopropyl-triethoxysilane C1(=CC=CC=C1)NCCC[Si](OCC)(OCC)OCC